COC1=C(C=CC=C1)NC=1N=CC2=C(N1)N(C(C=C2C#C[Si](C(C)C)(C(C)C)C(C)C)=O)C2CCC(CC2)N 2-[(2-Methoxyphenyl)amino]-8-[(1s,4s)-4-aminocyclohexyl]-5-[2-(triisopropylsilyl)ethynyl]pyrido[2,3-d]pyrimidin-7-one